4-(3,5-difluoro-4-(propylsulfonamido)phenyl)-1H-pyrrolo[2,3-b]pyridin FC=1C=C(C=C(C1NS(=O)(=O)CCC)F)C1=C2C(=NC=C1)NC=C2